O1[C@H](COCC1)CN1N=C2C3=C(CCC2=C1)OC(=C3C(F)(F)F)C(=O)NC[C@H]3O[C@H](CC3)C 2-{[(2S)-1,4-dioxan-2-yl]methyl}-N-{[(2S,5S)-5-methyloxacyclopent-2-yl]methyl}-8-(trifluoromethyl)-4,5-dihydro-2H-furo[2,3-g]indazole-7-carboxamide